C1CNCCC12CCC(CC2)C2=CC=C(NC1=NC=3N4C=5C=CC=C(C(CCC=CCN4C(C3C=N1)=O)(C)O)N5)C=C2 5-[4-(3-azaspiro[5.5]undecan-9-yl)anilino]-16-hydroxy-16-methyl-2,4,6,10,21-pentazatetracyclo[15.3.1.02,10.03,8]henicosa-1(21),3(8),4,6,12,17,19-heptaen-9-one